O=C1NC2=C(C(=N[C@@H]1NC([C@H](CC1=CC=CC=C1)NC1=C(C(=NC(=C1F)F)F)F)=O)C1=CC=CC=C1)C=CC=C2 (2S)-N-[(3S)-2-oxo-5-phenyl-2,3-dihydro-1H-1,4-benzodiazepin-3-yl]-3-phenyl-2-[(2,3,5,6-tetrafluoropyridin-4-yl)amino]propanamide